Copper(II) Tris(2-pyridylmethyl)amine N1=C(C=CC=C1)CN(CC1=NC=CC=C1)CC1=NC=CC=C1.[Cu+2]